6-(4-(1-methyl-1H-pyrazol-4-yl)phenyl)-2-(quinolin-6-ylmethyl)pyridazin-3(2H)-one CN1N=CC(=C1)C1=CC=C(C=C1)C=1C=CC(N(N1)CC=1C=C2C=CC=NC2=CC1)=O